N-(4-tert-butylphenyl)-2,4-dimethylaniline C(C)(C)(C)C1=CC=C(C=C1)NC1=C(C=C(C=C1)C)C